2-chloro-5-(methylsulfonyl)pyridine rac-Benzyl-(3S,4R)-3-hydroxy-4-((R)-2,2,11,11-tetramethyl-9-oxo-3,3-diphenyl-4,10-dioxa-8-aza-3-siladodecan-7-yl)pyrrolidine-1-carboxylate C(C1=CC=CC=C1)OC(=O)N1C[C@H]([C@H](C1)[C@@H](CCO[Si](C(C)(C)C)(C1=CC=CC=C1)C1=CC=CC=C1)NC(OC(C)(C)C)=O)O.ClC1=NC=C(C=C1)S(=O)(=O)C |r|